C(C=C)(=O)N1C(CN(CC1)C1=NC(=NC=2CC(CCC12)N1CCCC2=CC=C(C=C12)F)N1CC(C1)N(CC(F)(F)F)C)CC#N 2-(1-acryloyl-4-(7-(7-fluoro-3,4-dihydroquinolin-1(2H)-yl)-2-(3-(methyl(2,2,2-trifluoroethyl)amino)azetidin-1-yl)-5,6,7,8-tetrahydroquinazolin-4-yl)piperazin-2-yl)acetonitrile